1-[8-[(3S)-3-methylpiperazin-1-yl]-4-isoquinolyl]hexahydropyrimidine-2,4-dione C[C@H]1CN(CCN1)C=1C=CC=C2C(=CN=CC12)N1C(NC(CC1)=O)=O